FC(C=1C(=C(C=CC1)[C@@H](C)NC=1N=C(N=C2C3=C(C(=CC12)O[C@@H]1COCC1)OCO3)C)F)F N-((R)-1-(3-(difluoromethyl)-2-fluorophenyl)ethyl)-8-methyl-4-(((S)-tetrahydrofuran-3-yl)oxy)-[1,3]dioxolo[4,5-h]quinazolin-6-amine